C(C)OC(=O)[C@@H]1[C@@](C1)(C)CCCCCO[Si](C1=CC=CC=C1)(C1=CC=CC=C1)C(C)(C)C |r| rac-(1s,2s)-2-(5-((tert-butyldiphenylsilyl)oxy)pentyl)-2-methylcyclopropane-1-carboxylic acid ethyl ester